S1C=2C(C=C1C(=O)O)=CSC2 thieno[3,4-B]Thiophene-2-carboxylic acid